ClC1=C(C=NN1)C=1C=C2C=CN(C(C2=CC1)=O)C(C)C=1C=C(C(=O)NC)C=CC1 3-(1-(6-(5-Chloro-1H-pyrazol-4-yl)-1-oxoisoquinolin-2(1H)-yl)ethyl)-N-methylbenzamide